ClC=1C(=C(C(=CC1)N1N=NC(=C1)Cl)C1=CC(NC=C1)=O)F 4-(3-chloro-6-(4-chloro-1H-1,2,3-triazol-1-yl)-2-fluorophenyl)pyridin-2(1H)-one